FC1=C(OC2=CC=C(C(=N2)C)C(=O)C2=CNC3=NC=CC(=C32)N[C@H]3CO[C@@H](CC3)CO)C=CC=C1 (6-(2-fluorophenoxy)-2-methylpyridin-3-yl)(4-(((3R,6S)-6-(hydroxymethyl)tetrahydro-2H-pyran-3-yl)amino)-1H-pyrrolo[2,3-b]pyridin-3-yl)methanone